2-chloro-4-(((1-methyl-1H-pyrazolo[3,4-d]pyrimidin-4-yl)amino)methyl)benzenesulfonamide ClC1=C(C=CC(=C1)CNC1=C2C(=NC=N1)N(N=C2)C)S(=O)(=O)N